6-bromo-1-methyl-3,4-dihydroquinazolin-2-one BrC=1C=C2CNC(N(C2=CC1)C)=O